N2-{7-bromo-2-[4-chloro-2-(trifluoromethoxy)phenyl][1,2,4]triazolo[1,5-c]quinazolin-5-yl}-N-propyl-L-alaninamide BrC1=CC=CC=2C=3N(C(=NC12)N[C@@H](C)C(=O)NCCC)N=C(N3)C3=C(C=C(C=C3)Cl)OC(F)(F)F